2-[3-(2,2,6,6-tetramethylpiperidin-4-yl)-3H-[1,2,3]triazolo[4,5-c]pyridazin-6-yl]-5-(1H-1,2,3-triazol-1-yl)phenol CC1(NC(CC(C1)N1N=NC2=C1N=NC(=C2)C2=C(C=C(C=C2)N2N=NC=C2)O)(C)C)C